C(CCCCCCCCCCC)OS(=O)(=O)[O-].[NH4+].ClC1=C(C=CC(=C1)Cl)C=1N=C(NC1C)CC1=CC2=CC=CC=C2C=C1 4-(2,4-Dichlorophenyl)-5-methyl-2-(2-naphthylmethyl)imidazole ammonium laurylsulfate